CN(C1CC2=C(N(N=C2CC1)C1=NC=CC=C1)O)CC=1N=C2N(C(=CC=C2)N2CCN(CC2)C)C1 5-{Methyl[5-(4-methylpiperazin-1-yl)imidazo[1,2-a]pyridin-2-yl]methylamino}-2-(pyridin-2-yl)-4,5,6,7-tetrahydro-2H-indazol-3-ol